N-(5-Chloro-2-methylphenyl)-6-morpholin-4-yl-N1-p-tolyl-[1,3,5]triazine-2,4-diamine ClC=1C=CC(=C(C1)NC1N(C(=NC(=N1)N)N1CCOCC1)C1=CC=C(C=C1)C)C